CC1(CNCC1)CO 3-methylpyrrolidine-3-methanol